di(isopropylphenyl)hexane C(C)(C)C1=C(C=CC=C1)C(CCCCC)C1=C(C=CC=C1)C(C)C